C(C=C)(=O)N1C[C@@H](N(CC1)C=1C2=C(N(C(N1)=O)C=1C(=NC=CC1C)C(C)C)N=C(C(=C2)F)C2=C(C=CC=C2OCC2CCNCC2)F)C 4-((S)-4-propenoyl-2-methylpiperazin-1-yl)-6-fluoro-7-(2-fluoro-6-(piperidin-4-ylmethoxy)phenyl)-1-(2-isopropyl-4-methylpyridin-3-yl)pyrido[2,3-d]pyrimidin-2(1H)-one